1-(3-(3,5-Dimethylisoxazol-4-yl)-5-hydroxybenzyl)-N-(2-(4-(4-(((2S,4R)-2-methyl-1-propionyl-1,2,3,4-tetrahydroquinolin-4-yl)amino)phenyl)-1H-pyrazol-1-yl)ethyl)piperidine-4-carboxamide CC1=NOC(=C1C=1C=C(CN2CCC(CC2)C(=O)NCCN2N=CC(=C2)C2=CC=C(C=C2)N[C@@H]2C[C@@H](N(C3=CC=CC=C23)C(CC)=O)C)C=C(C1)O)C